BrC=1C=CC(=C2COCC12)C[C@@H](C(=O)OC)NC(C1=C(C=C(C=C1F)N[C@@H](C(F)(F)F)C)F)=O methyl (S)-3-(7-bromo-1,3-dihydroisobenzofuran-4-yl)-2-(2,6-difluoro-4-(((R)-1,1,1-trifluoropropan-2-yl)amino)benzamido)propanoate